NC1=CC(=C(C=C1)N1CCN(CC1)C(=O)OC(C)(C)C)C t-butyl 4-(4-amino-2-methyl-phenyl)-piperazine-1-carboxylate